ClC1=C(C(=CC=2C3=C(C(=NC12)SC)CN([C@H]3C)C(CO)=O)OC)Cl (S)-1-(6,7-dichloro-8-methoxy-1-methyl-4-(methylthio)-1,3-dihydro-2H-pyrrolo[3,4-c]quinolin-2-yl)-2-hydroxyethan-1-one